3-methylfuro[3,4-b]pyridine-5(7H)-one CC=1C=C2C(=NC1)COC2=O